ClC1=CC=C(C=C1)C1(CN(CC1)C(=O)C1=CN(C2=C1C(N(C=C2C)C)=O)C)F 3-((3-(4-chlorophenyl)-3-fluoropyrrolidin-1-yl)carbonyl)-1,5,7-trimethyl-1,5-dihydro-4H-pyrrolo[3,2-c]pyridin-4-one